C(=O)C1=CC=C(C=C1)C1=CC(=NC(=C1)C1=NC=CC=C1)C1=NC=CC=C1 4'-(4-formylphenyl)-2,2':6',2''-terpyridine